FC(C(=O)O)(F)F.S1C=NC(=C1)NS(=O)(=O)C1=CC=CC=C1 N-(thiazol-4-yl)benzenesulfonamide 2,2,2-trifluoroacetate